C(C)(C)(C)OC(NC=1C=C(C2=C(OCCO2)C1)O)=O (5-hydroxy-2,3-dihydro-1,4-benzodioxin-7-yl)carbamic acid tert-butyl ester